(4-Amino-3-fluoro-phenyl)-(5-methoxy-3H-benzo[e]indol-2-yl)-methanone NC1=C(C=C(C=C1)C(=O)C=1NC=2C=C(C3=C(C2C1)C=CC=C3)OC)F